2-(4-(dimethylcarbamoyl)-2'-(1-hydroxyallyl)-5'-methyl-[1,1'-biphenyl]-3-yl)acetic acid CN(C(=O)C1=C(C=C(C=C1)C1=C(C=CC(=C1)C)C(C=C)O)CC(=O)O)C